ClC=1C(=NC(=NC1)N[C@H]1[C@@H](COCC1)O)C1=CC2=C(OC[C@@H]3N2CCNC3)C(=C1)F (3S,4R)-4-((5-chloro-4-((R)-7-fluoro-1,2,3,4,4a,5-hexahydrobenzo[b]pyrazino[1,2-d][1,4]oxazin-9-yl)pyrimidin-2-yl)amino)tetrahydro-2H-pyran-3-ol